(4-fluorophenyl)-4-hydroxynicotinic acid FC1=CC=C(C=C1)C1=C(C(=O)O)C(=CC=N1)O